C(C)OC(=C)C1=NC=CC(=N1)COC1=CC=C(C=C1)C(C)(C)C1=CC=C(OCCCNC(OC(C)(C)C)=O)C=C1 tert-butyl (3-(4-(2-(4-((2-(1-ethoxyvinyl)pyrimidin-4-yl)methoxy)phenyl)propan-2-yl)phenoxy)propyl)carbamate